C(C=C)(=O)N1CC(CCC1)C(C)C N-acryloyl-3-isopropylpiperidine